ClC1=CC=C(C=C1)CN1C(N2C(C3=C1C=C(C=N3)N3CCOCC3)=NC([C@@H]2C(C)C)=O)=O |o1:26| (S or R)-6-[(4-Chlorophenyl)methyl]-8-(morpholin-4-yl)-3-(propan-2-yl)imidazo[1,2-c]pyrido[2,3-e]pyrimidine-2,5(3H,6H)-dione